3,5-bis(pyridin-4-yl)-4-amino-1,2,4-triazole N1=CC=C(C=C1)C1=NN=C(N1N)C1=CC=NC=C1